C1=C(C=CC2=CC=CC=C12)[C@@H](C)N (R)-1-(naphthalen-2-yl)ethane-1-amine